CN(C1[NH+](CC(N1C)OC)C)C 2-Dimethylamino-4-methoxy-1,3-dimethylimidazolinium